tert-butyl ((1S)-3-hydroxy-3-(nitromethyl)cyclopentyl)carbamate OC1(C[C@H](CC1)NC(OC(C)(C)C)=O)C[N+](=O)[O-]